octyl-3,5-di-tert-butyl-4-hydroxybenzoate C(CCCCCCC)OC(C1=CC(=C(C(=C1)C(C)(C)C)O)C(C)(C)C)=O